CC1=NN(C2=CC(=CC=C12)NC=1C=CC=C2CN(C(C12)=O)CC(=O)NC1=CC(=CC=C1)C(F)(F)F)C1OCCCC1 [7-[(3-methyl-1-tetrahydropyran-2-yl-indazol-6-yl)amino]-1-oxo-isoindolin-2-yl]-N-[3-(trifluoromethyl)phenyl]acetamide